Tetrabutylammonium (((7,16,21,24-tetramethyl-1,4,7,10,13,16,21,24-octaazabicyclo[8.8.8]hexacosane-4,13-diyl)bis(methylene))bis(3,1-phenylene))bis(trifluoroborate) CN1CCN(CCN2CCN(CCN(CCN(CC1)CCN(CCN(CC2)C)C)CC=2C=C(C=CC2)[B-](F)(F)F)C)CC=2C=C(C=CC2)[B-](F)(F)F.C(CCC)[N+](CCCC)(CCCC)CCCC.C(CCC)[N+](CCCC)(CCCC)CCCC